COC1=CC=2C=C3C(N(C2C=C1OCCCN1CCCC1)CCC(C)OC)CCC3 7-methoxy-N-(3-methoxybutyl)-6-[3-(pyrrolidin-1-yl)propoxy]-1H,2H,3H-cyclopenta[b]quinolin